N-(4-methoxybenzyl)-2-(4-(4-(quinoxalin-2-yl)-1H-pyrazol-1-yl)cyclohexyl)ethan-1-amine COC1=CC=C(CNCCC2CCC(CC2)N2N=CC(=C2)C2=NC3=CC=CC=C3N=C2)C=C1